N-((3S,4S)-4-ethoxypyrrolidin-3-yl)picolinamide C(C)O[C@@H]1[C@H](CNC1)NC(C1=NC=CC=C1)=O